N[C@H]1CN(CCC1)C1=C2C(=NC=C1Br)NC=C2NC(=O)C2CC2 N-[4-[(3R)-3-amino-1-piperidyl]-5-bromo-1H-pyrrolo[2,3-b]pyridin-3-yl]cyclopropanecarboxamide